6-fluoro-3-hydroxy-6-(2-naphthyl)hexanenitrile FC(CCC(CC#N)O)C1=CC2=CC=CC=C2C=C1